C(N)(OC1CC2(CN(C2)C2=NC=CC=C2)C1)=O (2-(pyridin-2-yl)-2-azaspiro[3.3]heptan-6-yl) carbamate